SCC(C(=O)NC1=CC=C(C(=O)O)C=C1)CC1=CC=CC=C1 4-[[2-(mercaptomethyl)-1-oxo-3-phenylpropyl]amino]benzoic acid